C(C)(=O)N[C@H]1C(O)O[C@@H]([C@@H]([C@@H]1O)O)CO 2-(acetylamino)-2-deoxy-D-galactopyranose